ClC=1C(=NC2=CC=C(C=C2C1)N1CCCCC1)N1CCNCC1 3-chloro-2-piperazin-1-yl-6-(1-piperidyl)quinoline